anthryl stearate (Anthracyl stearate) C1(=CC=CC2=CC3=CC=CC=C3C=C12)C(C(=O)O)CCCCCCCCCCCCCCCC.C(CCCCCCCCCCCCCCCCC)(=O)OC1=CC=CC2=CC3=CC=CC=C3C=C12